(13S,17S)-2-methoxy-13-methyl-7,8,9,11,12,13,14,15,16,17-decahydro-6H-cyclopenta[a]phenanthrene-3,17-diyl dimethanesulfonate CS(=O)(=O)OC=1C(=CC=2C3CC[C@@]4([C@H](CCC4C3CCC2C1)OS(=O)(=O)C)C)OC